NC(/C=C/CCNC(=O)C1=CC2=CC=CC(=C2C=C1)C1=CC=C(C=C1)C(F)(F)F)=O N-[(E)-5-amino-5-oxo-pent-3-enyl]-5-[4-(trifluoromethyl)phenyl]naphthalene-2-carboxamide